C(C)OC1=C(C=CC=C1)NCC(CC1=NNC(N1)=O)O 3-[3-(2-ethoxyphenylamino)-2-hydroxypropyl]-1H-1,2,4-triazol-5(4H)-one